benzyl (2R,3S,5R)-3-((N,N-dimethylsulfamoyl)(4-methoxybenzyl)amino)-5-methyl-2-((((1s,4S)-4-(2-(((trifluoromethyl)sulfonyl)oxy)phenyl)cyclohexyl)oxy)methyl)pyrrolidine-1-carboxylate CN(S(=O)(=O)N([C@@H]1[C@@H](N([C@@H](C1)C)C(=O)OCC1=CC=CC=C1)COC1CCC(CC1)C1=C(C=CC=C1)OS(=O)(=O)C(F)(F)F)CC1=CC=C(C=C1)OC)C